2-n-eicosyl-acryloyloxyethyl-phosphorylcholine C(CCCCCCCCCCCCCCCCCCC)C(C(=O)OCCP(=O)=C(O)C[N+](C)(C)C)=C